N-((5-((S)-1-cyclopropylethyl)-2,3-dihydro-1H-inden-4-yl)carbamoyl)-2-((S)-1,2-dihydroxypropan-2-yl)Thiazole-5-sulfonimidamide nickel-iron oleate C(CCCCCCC\C=C/CCCCCCCC)(=O)[O-].[Fe+2].[Ni+2].C1(CC1)[C@H](C)C=1C(=C2CCCC2=CC1)NC(=O)NS(=O)(=N)C1=CN=C(S1)[C@@](CO)(C)O.C(CCCCCCC\C=C/CCCCCCCC)(=O)[O-].C(CCCCCCC\C=C/CCCCCCCC)(=O)[O-].C(CCCCCCC\C=C/CCCCCCCC)(=O)[O-]